N-(6-(6-acetyl-4-methylpyridin-3-yl)benzo[d]thiazol-2-yl)-2-fluorocyclopropane-1-carboxamide C(C)(=O)C1=CC(=C(C=N1)C1=CC2=C(N=C(S2)NC(=O)C2C(C2)F)C=C1)C